3,3-Dimethylglutarate CC(CC(=O)[O-])(CC(=O)[O-])C